6-(3-((1-(3-fluorophenyl)cyclopropyl)glycyl)-3,8-diazabicyclo[3.2.1]octan-8-yl)nicotinonitrile FC=1C=C(C=CC1)C1(CC1)NCC(=O)N1CC2CCC(C1)N2C2=NC=C(C#N)C=C2